N1=CC=C(C2=CC=CC=C12)C=1N(C=CN1)C1=CC2=C(NC(N2)=O)C=C1 5-[2-(4-Quinolinyl)imidazol-1-yl]-1,3-dihydro-benzimidazol-2-one